FC1(CCC(CC1)NCCCC[C@@H](C)OC1=NC(=CC=C1S(=O)(=O)N1[C@@H](CCC1)C(=O)OC(C)(C)C)C)F tert-Butyl ((2-(((R)-6-((4,4-difluorocyclohexyl)amino)hexan-2-yl)oxy)-6-methylpyridin-3-yl)sulfonyl)-L-prolinate